BrC1=CC=C(C=C1)N1C(OCC1C)=O 3-(4-bromophenyl)-4-methyloxazolidin-2-one